(R)-benzyl 3-(((S)-3-(3-((2-amino-2-oxoethyl) sulfonyl) phenoxy)-2-hydroxypropyl) amino)-1-oxa-8-azaspiro[4.5]decane-8-carboxylate NC(CS(=O)(=O)C=1C=C(OC[C@H](CN[C@H]2COC3(C2)CCN(CC3)C(=O)OCC3=CC=CC=C3)O)C=CC1)=O